5-Amino-1-(4-(4-methoxyphenethoxy)phenethyl)-6-(trifluoromethyl)-1H-benzo[d]imidazole hydrochloride Cl.NC1=CC2=C(N(C=N2)CCC2=CC=C(C=C2)OCCC2=CC=C(C=C2)OC)C=C1C(F)(F)F